S(O)(O)(=O)=O.[Ti] titanium compound with sulfuric acid